tert-Butyl 2,4-dimethoxybenzyl(4-(hydroxymethyl)-5-methylthiazol-2-yl)carbamate COC1=C(CN(C(OC(C)(C)C)=O)C=2SC(=C(N2)CO)C)C=CC(=C1)OC